N-tetrahydrofurfuryl-1,2-ethylenediamine C(C1CCCO1)NCCN